2'-(1-benzofuran-5-yl)-4-(3-chloroanilino)-2',3'-dihydrospiro[cyclohexane-1,1'-indene]-4-carboxylic acid O1C=CC2=C1C=CC(=C2)C2C1(C3=CC=CC=C3C2)CCC(CC1)(C(=O)O)NC1=CC(=CC=C1)Cl